O=C[C@H](O)[C@H](O)[C@@H](O)[C@@H](O)CO (l)-Mannose